(3,4-dimethoxyphenyl)methanamine COC=1C=C(C=CC1OC)CN